(Z)-5-(4-hydroxybenzylidene)-3-methyl-2-thioxothiazolidin-4-one OC1=CC=C(\C=C/2\C(N(C(S2)=S)C)=O)C=C1